C(C)(C)(C)OC(=O)N1C[C@H](CC1)OC=1C=C2C(=NC(=NC2=C2C1OC=C2)C)O (S)-3-((4-hydroxy-2-methylfuro[2,3-h]quinazolin-6-yl)oxy)pyrrolidine-1-carboxylic acid tert-butyl ester